4,4-dimethyl-1,2-dioxolane CC1(COOC1)C